ClC=1C(=CC(=C(C1)C1=C(C=C2C(=NC(N3C2=C1SC[C@H](C3)C3=CC=NC=C3)=O)N3C[C@@H](N[C@@H](C3)C)C)C(F)(F)F)F)F (3s)-11-(5-chloro-2,4-difluorophenyl)-8-((3s,5R)-3,5-dimethylpiperazin-1-yl)-3-(pyridin-4-yl)-10-(trifluoromethyl)-3,4-dihydro-2H,6H-[1,4]thiazepino[2,3,4-ij]quinazolin-6-one